C1(CC1)NC(C1=C(C=C(C=C1OC)C1=CN=C2N1C=CC(=C2)OCCF)OC(F)F)=O N-cyclopropyl-2-(difluoromethoxy)-4-[7-(2-fluoroethoxy)imidazo[1,2-a]pyridin-3-yl]-6-methoxy-benzamide